(2R,3R,4S,5R)-5-(4-Amino-5-iodo-7H-pyrrolo[2,3-d]pyrimidin-7-yl)-4-fluoro-2-(hydroxymethyl)tetrahydrofuran-3-yl (2-methoxy-1-methylethyl) carbonate C(O[C@@H]1[C@H](O[C@H]([C@H]1F)N1C=C(C2=C1N=CN=C2N)I)CO)(OC(COC)C)=O